CC1=CC(=CC(=C1O)C)C(C)(C)C2=CC=C(C=C2)O Dimethylbisphenol A